NC(CCC(C(=O)OCCCC)N1C(C2=CC=CC(=C2C1)OCC1=CC=C(C=C1)CN1C[C@@H](O[C@@H](C1)C)C)=O)=O Butyl 5-amino-2-(4-(4-(((2S,6R)-2,6-dimethylmorpholino)methyl)benzyloxy)-1-oxoisoindolin-2-yl)-5-oxopentanoate